(4-amino-1,7-dimethyl-1H-pyrazolo[4,3-c]quinolin-8-yl)(2-(3-fluoropyridin-2-yl)-4-(methoxymethyl)pyrazol-1-yl)methanone NC1=NC=2C=C(C(=CC2C2=C1C=NN2C)C(=O)N2N(CC(=C2)COC)C2=NC=CC=C2F)C